1-(3-aminopropyl)-4-oxo-1,4-dihydropyridine-2,5-dicarboxylic acid ethyl ester hydrochloride Cl.C(C)OC(=O)C=1N(C=C(C(C1)=O)C(=O)O)CCCN